O[C@@H]1[C@H](O[C@H]([C@@H]([C@H]1O)O)O)C(=O)OCC1=CC=CC=C1 benzyl (2S,3S,4S,5R,6R)-3,4,5,6-tetrahydroxyoxane-2-carboxylate